ClC=1N=C2C(=C(C(N(C2=CC1)C)=O)C#N)N1C[C@@H]([C@@H](CC1)N(C1=C(C=C(C=C1)Cl)O)C)C 6-Chloro-4-[(3S,4R)-4-(4-chloro-2-hydroxy-N-methyl-anilino)-3-methyl-1-piperidyl]-1-methyl-2-oxo-1,5-naphthyridine-3-carbonitrile